ClC=1C=C2C(=C(C(N(C2=CC1OC[C@H]1COCC1)C)=O)C(=O)N)N1CCC(CC1)C=1OC2=C(N1)C=C(C=C2)C 6-Chloro-1-methyl-4-[4-(5-methyl-1,3-benzoxazol-2-yl)piperidin-1-yl]-2-oxo-7-{[(3R)-oxolan-3-yl]methoxy}-1,2-dihydroquinoline-3-carboxamide